NC1=C2C(N(C(C2=CC=C1)=O)C1C(N(C(CC1)=O)CC1=CC=C(C=C1)[N+](=O)[O-])=O)=O 4-Amino-2-(1-(4-nitrobenzyl)-2,6-dioxopiperidin-3-yl)isoindoline-1,3-dione